C1(CCCCC1)NC(N(N=O)CCCl)=O cyclohexyl-chloroethyl-nitrosourea